[Cl-].NC1=NC=C(C(=N1)C(F)F)C1=NC(=NC(=N1)N1CCOCC1)N1CCN(CC1)C(=O)C1CC[NH2+]CC1 4-(4-(4-(2-amino-4-(difluoromethyl)pyrimidin-5-yl)-6-morpholino-1,3,5-triazin-2-yl)piperazine-1-carbonyl)piperidin-1-ium chloride